NC1=C(C(=O)O)C=C(C=C1)S(=O)(=O)N1CCN(CC1)C 2-amino-5-(4-methylpiperazin-1-ylsulfonyl)benzoic acid